O-pivaloylhydroxylammonium trifluoromethanesulfonate FC(S(=O)(=O)[O-])(F)F.C(C(C)(C)C)(=O)O[NH3+]